2-bromo-1-(3,4-difluorophenyl)ethan-1-one BrCC(=O)C1=CC(=C(C=C1)F)F